(±)-2-[(4-Methoxyphenyl)-(1-nitrocyclopentyl)methyl]malonic Acid Dimethyl Ester COC(C(C(=O)OC)[C@@H](C1(CCCC1)[N+](=O)[O-])C1=CC=C(C=C1)OC)=O |r|